ClC1=CC=C(C=C1)C1=C(CCC(C1)(C)C)CN1[C@@H]2CN(C[C@H]1C2)CC=2C=C1CN(C(C1=CC2)=O)C2C(NC(CC2)=O)=O 3-(5-(((1R,5S)-6-((4'-chloro-5,5-dimethyl-3,4,5,6-tetrahydro-[1,1'-biphenyl]-2-yl)methyl)-3,6-diazabicyclo[3.1.1]heptan-3-yl)methyl)-1-oxoisoindolin-2-yl)piperidine-2,6-dione